methyl 6-((R)-2-(1-((S)-2-((tert-butoxycarbonyl)(methyl)amino)-N,4-dimethylpentanamido)cyclopropane-1-carboxamido)-3-phenylpropoxy)-2-methylbenzo[d]oxazole-7-carboxylate C(C)(C)(C)OC(=O)N([C@H](C(=O)N(C)C1(CC1)C(=O)N[C@@H](COC1=C(C2=C(N=C(O2)C)C=C1)C(=O)OC)CC1=CC=CC=C1)CC(C)C)C